CN1C=2CCCNC([C@H]3NC[C@@H](OC4=CC=CC(C5=CC=CC(=N1)C52)=C4)C3)=O (8S,11S)-18-methyl-7-oxa-10,13,18,19-tetraazapentacyclo[15.6.1.12,6.18,11.020,24]hexacosane-1(23),2(26),3,5,17(24),19,21-heptaen-12-one